(L-glutamyl)-1-methyl-D-tryptophan ethyl ester C(C)OC([C@H](NC([C@@H](N)CCC(=O)O)=O)CC1=CN(C2=CC=CC=C12)C)=O